6-chloro-5-fluoro-2,3,4,9-tetrahydro-1H-carbazole-1-carboxylic acid ethyl ester C(C)OC(=O)C1CCCC=2C3=C(C(=CC=C3NC12)Cl)F